C(C1=CC=CC=C1)(=O)OC=1C=C(C(=O)OC=2C=C(C(=O)OC=3C=C(C(=O)OC=4C=C(C(=O)OC=5C=C(C(=O)O)C=C(C5O)O)C=C(C4O)O)C=C(C3O)O)C=C(C2O)O)C=C(C1O)O 3-((3-((3-((3-((3-(benzoyloxy)-4,5-dihydroxybenzoyl)oxy)-4,5-dihydroxybenzoyl)oxy)-4,5-dihydroxybenzoyl)oxy)-4,5-dihydroxybenzoyl)oxy)-4,5-dihydroxybenzoic acid